1-((1-[4-(2,6-dioxopiperidin-3-yl)-2-fluorophenyl]piperidin-4-ylmethyl)piperidin-4-yl)-6-methoxyindazol-5-yl-6-(trifluoromethyl)pyridine-2-carboxamide O=C1NC(CCC1C1=CC(=C(C=C1)N1CCC(CC1)CN1CCC(CC1)N1N=CC2=CC(=C(C=C12)OC)C=1C(=NC(=CC1)C(F)(F)F)C(=O)N)F)=O